4-methyl-5-((4-((6-(2,2,2-trifluoroethyl)thieno[2,3-d]pyrimidin-4-yl)amino)piperidin-1-yl)methyl)-1-((1-(6-(tritylamino)pyridin-3-yl)cyclopropyl)methyl)-1H-indole-2-carbonitrile CC1=C2C=C(N(C2=CC=C1CN1CCC(CC1)NC=1C2=C(N=CN1)SC(=C2)CC(F)(F)F)CC2(CC2)C=2C=NC(=CC2)NC(C2=CC=CC=C2)(C2=CC=CC=C2)C2=CC=CC=C2)C#N